5-hydroxy-N-(isoxazol-4-yl)-1-(2-methoxyethyl)-6-oxo-1,6-dihydropyrimidine-4-carboxamide OC1=C(N=CN(C1=O)CCOC)C(=O)NC=1C=NOC1